1-(2-(7-chloro-2-methoxyquinoxalin-5-yl)-6-methoxybenzo[d]Thiazol-4-yl)-2,2-dimethylpropan-1-ol ClC1=CC(=C2N=CC(=NC2=C1)OC)C=1SC2=C(N1)C(=CC(=C2)OC)C(C(C)(C)C)O